ClC=1C(=C2C(=NC1Cl)N(C(=C2)C(=O)OC)S(=O)(=O)C2=CC=C(C=C2)C)F methyl 5,6-dichloro-4-fluoro-1-(p-tolylsulfonyl)pyrrolo[2,3-b]pyridine-2-carboxylate